N-((6S,7S)-5-((R)-2-cyanooxetane-2-carbonyl)-6-((2-fluoro-[1,1'-biphenyl]-3-yl)methyl)-5-azaspiro[2.4]heptan-7-yl)-1-fluoromethanesulfonamide C(#N)[C@@]1(OCC1)C(=O)N1CC2(CC2)[C@@H]([C@@H]1CC=1C(=C(C=CC1)C1=CC=CC=C1)F)NS(=O)(=O)CF